5-chloro-2-(4,4-difluoroazepan-1-yl)-N-(2-sulfamoylpyridin-4-yl)-4-trifluoromethylbenzamide ClC=1C(=CC(=C(C(=O)NC2=CC(=NC=C2)S(N)(=O)=O)C1)N1CCC(CCC1)(F)F)C(F)(F)F